CC1=C(C=CC=C1COC1=CC(=C(C=C1Cl)CNCCO)OC)C1=C(C(=CC=C1)COC1=CC(=C(C=C1Cl)CNCCO)OC)C 2,2'-((((((2,2'-dimethyl-[1,1'-biphenyl]-3,3'-diyl)bis(methylene))bis(oxy))bis(5-chloro-2-methoxy-4,1-phenylene))bis(methylene))bis(azanediyl))bis(ethan-1-ol)